CC=1C=C(C=CC1OC(F)(F)F)C1CCN(CC1)C(=O)C1CC2(C1)NC(OC2)=O (2s,4s)-2-(4-(3-methyl-4-(trifluoromethoxy)phenyl)piperidine-1-carbonyl)-7-oxa-5-azaspiro[3.4]octan-6-one